2,3-dimethyl-2-(2-propyl)-butanoic acid-N-methylamide CNC(C(C(C)C)(C(C)C)C)=O